NC=1C=C(C=C2C=C(N=CC12)NC(=O)[C@H]1[C@@H](C1)C=1C=NN(C1)C)C1=C(C=CC=C1F)F trans-N-(8-amino-6-(2,6-difluorophenyl)isoquinolin-3-yl)-2-(1-methyl-1H-pyrazol-4-yl)cyclopropane-1-carboxamide